ClC1=CC(=C(C=C1)COC1=NC2=CC(=CC=C2C=C1C)CC1=NC2=C(N1C[C@H]1OCC1)C=C(C=C2)C(=O)O)F 2-({2-[(4-chloro-2-fluorophenyl)methoxy]-3-methylquinolin-7-yl}methyl)-1-{[(2S)-oxetan-2-yl]methyl}-1H-1,3-benzodiazole-6-carboxylic acid